1-(2,5-dimethoxy-4-(propyl-d7)phenyl)butan-2-amine COC1=C(C=C(C(=C1)C(C(C([2H])([2H])[2H])([2H])[2H])([2H])[2H])OC)CC(CC)N